1-trityl-1H-pyrazole-4-carbaldehyde C(C1=CC=CC=C1)(C1=CC=CC=C1)(C1=CC=CC=C1)N1N=CC(=C1)C=O